C1(=C(C(=CC(=C1)C)C)C1=CC=CC2=C1N=C(S2)CC(C(=O)N)(C)C)C (4-mesitylbenzothiazol-2-yl)pivalamide